OC1=C(C(=O)C2=CC=CC=C2)C=C(C(=C1)O)C=O 2,4-dihydroxy-5-formylbenzophenone